ethyl 2-chloro-4-(((1r,4r)-4-hydroxycyclohexyl)amino)pyrimidine-5-carboxylate ClC1=NC=C(C(=N1)NC1CCC(CC1)O)C(=O)OCC